Toluene-3,4-diamine CC1=CC(=C(C=C1)N)N